C(C)(C)(C)OC(CNCCC(C(=O)OCC1=CC=CC=C1)(C)C)=O benzyl 4-((2-(tert-butoxy)-2-oxoethyl) amino)-2,2-dimethylbutyrate